tert-butyl N-[(4-methoxyphenyl)methyl]-N-[(cis)-4-[(4-methylbenzenesulfonyl)oxy]cyclohexyl]carbamate COC1=CC=C(C=C1)CN(C(OC(C)(C)C)=O)[C@@H]1CC[C@@H](CC1)OS(=O)(=O)C1=CC=C(C=C1)C